C(C)(C)(C)OC(=O)NC(NC)=NC1=NC=C(C(=O)O)C=C1 6-((((tert-butoxycarbonyl)amino)(methylamino)methylene)amino)nicotinic acid